CN(C/C=C/C(=O)N1CC(N(CC1)C1=CC=C(S1)CCC(=O)O)=O)C (E)-3-(5-(4-(4-(dimethylamino)but-2-enoyl)-2-oxopiperazin-1-yl)thiophen-2-yl)propanoic acid